(E)-4-(4-chloro-2-(quinolin-8-ylcarbamoyl)phenyl)penta-2,4-dienoic acid tert-butyl ester C(C)(C)(C)OC(\C=C\C(=C)C1=C(C=C(C=C1)Cl)C(NC=1C=CC=C2C=CC=NC12)=O)=O